Cl.CCCCCC(CC)C1=NOC=C1 octane-6-yl-isoxazole hydrochloride